6-(6-amino-5-cyano-3-pyridyl)-4-(1-phenylethylamino)quinoline-3-carbonitrile NC1=C(C=C(C=N1)C=1C=C2C(=C(C=NC2=CC1)C#N)NC(C)C1=CC=CC=C1)C#N